1-(3-amino-4-(2,5-difluorophenyl)pyridin-2-yl)-4,4-difluorocyclohexane-1-ol NC=1C(=NC=CC1C1=C(C=CC(=C1)F)F)C1(CCC(CC1)(F)F)O